CC=1C(=NC=CC1C(=O)/N=C/1\NC=2C(=NC=CC2)N1CC(C)(C)O)OC1=C(C(=CC=C1)OCC1=CC=C(C=C1)OC)C=O methyl-2-{2-formyl-3-[(4-methoxyphenyl)methoxy]phenoxy}-N-[(2E)-3-(2-hydroxy-2-methylpropyl)-1H-imidazo[4,5-b]pyridin-2-ylidene]pyridine-4-carboxamide